aminovaleronitrile NC(C#N)CCC